COCCC1=NN2C(=NC(=C(C2=N1)C=1C=CC=2N(C1)C(=CN2)C)C=2OC=CN2)N 2-(2-methoxyethyl)-8-(3-methylimidazo[1,2-a]pyridin-6-yl)-7-(oxazol-2-yl)-[1,2,4]triazolo[1,5-c]pyrimidin-5-amine